ClC=1C=C(C=CC1Cl)NC([C@H](CCCNC(=O)N)NC(=O)[C@H]1N(CC2=CC=CC=C2C1)C(CCC(C1=CC=CC=C1)=O)=O)=O (S)-N-((S)-1-((3,4-DICHLOROPHENYL)AMINO)-1-OXO-5-UREIDOPENTAN-2-YL)-2-(4-OXO-4-PHENYLBUTANOYL)-1,2,3,4-TETRAHYDROISOQUINOLINE-3-CARBOXAMIDE